dimercaptooxadiazole SC1=C(N=NO1)S